2-(prop-2-yn-1-oxy)tetrahydro-2H-pyran C(C#C)OC1OCCCC1